O=C1N(N=C2N1CC[C@H](C2)C(F)(F)F)CC=2C=NC(=CC2)C(F)(F)F |r| (5RS,7RS)-3-Oxo-7-(trifluoromethyl)-2-{[6-(trifluoromethyl)pyridin-3-yl]methyl}-2,3,5,6,7,8-hexahydro[1,2,4]triazolo[4,3-a]pyridin